ClC1=C(CN2N=C(N=N2)C2=CC=CC(=N2)[C@@](CS(=O)(=O)N)(C)O)C(=CC=C1Cl)C(F)(F)F (R)-2-(6-(2-(2,3-dichloro-6-(trifluoromethyl)benzyl)-2H-tetrazol-5-yl)pyridin-2-yl)-2-hydroxypropane-1-sulfonamide